COC1=CC=C(COC=2C(=NC=C(C2)NC2=NN(C=N2)C2=CC=C(C=C2)C(F)(F)F)C#N)C=C1 3-((4-Methoxybenzyl)oxy)-5-((1-(4-(trifluoromethyl)phenyl)-1H-1,2,4-triazol-3-yl)amino)picolinonitrile